ClC1=CC=C2C(=N1)SC(=C2)C(=S)O 6-Chlorothiothieno[2,3-b]pyridine-2-carboxylic acid